4-(1-(5-((7-oxa-2-azaspiro[3.5]nonan-2-yl)methyl)pyrimidin-2-yl)piperidin-4-yl)-7-Fluoro-1-methyl-1,4-dihydropyrido[2,3-b]pyrazine-2,3-dione C1N(CC12CCOCC2)CC=2C=NC(=NC2)N2CCC(CC2)N2C1=C(N(C(C2=O)=O)C)C=C(C=N1)F